1,2-bis(tert-butylimino)ethane C(C)(C)(C)N=CC=NC(C)(C)C